N(=[N+]=[N-])CCCCOCC1=NN(C(=C1C1=CC=C(N)C=C1)C)COCC[Si](C)(C)C 4-[3-(4-azidobutoxymethyl)-5-methyl-1-(2-trimethylsilylethoxymethyl)pyrazol-4-yl]aniline